FC1=CC=C2C(=N1)C1=CC=CC=C1C2 fluoro-5H-indeno[1,2-b]pyridine